FC(C1=CC=C(C=C1)C1=NN=C(C2=CC=CC=C12)N[C@@H]1CNS(C1)(=O)=O)(F)F |r| racemic-4-((4-(4-(trifluoromethyl)phenyl)phthalazin-1-yl)amino)isothiazolidine 1,1-dioxide